OC(C#CC1=NN2C(N(CCC2)C2=NC(=NC=C2)NC=2C=C(C(=O)O)C=CN2)=C1)(C)C=1SC=CN1 2-((4-(2-(3-Hydroxy-3-(thiazol-2-yl)but-1-yn-1-yl)-6,7-dihydropyrazolo[1,5-a]pyrimidin-4(5H)-yl)pyrimidin-2-yl)amino)isonicotinic acid